FC=1C=C(O[C@@H]2C[C@@]3([C@@H](CN(C3)C[C@H](O)C=3C=C4CCC(NC4=CC3)=O)C2)O)C=CC1 6-((R)-2-((3aS,5S,6aR)-5-(3-fluorophenoxy)-3a-hydroxyhexahydrocyclopenta[c]pyrrol-2(1H)-yl)-1-hydroxyethyl)-3,4-dihydroquinolin-2(1H)-one